ClC=1C=NN(C(C1Cl)=O)CC(=O)NC1=NC(=C(C=C1)C)S(=O)(=O)N1CCN(CCC1)C 2-(4,5-dichloro-6-oxopyridazin-1(6H)-yl)-N-(5-methyl-6-((4-methyl-1,4-diazepan-1-yl)sulfonyl)pyridin-2-yl)acetamide